((4S,5S)-2,2-dimethyl-5-(5-chlorothien-2-yl)-1,3-dioxolan-4-yl)methanol CC1(O[C@@H]([C@@H](O1)CO)C=1SC(=CC1)Cl)C